CN(S(=O)(=O)C=1C=C(C=CC1)B(O)O)C (3-(N,N-dimethylaminosulfonyl)phenyl)boronic acid